N=1N2C(=C(C1)C=1C=CC(=C(C1)O)C1=CN=C(N=N1)N1C[C@@H](NCC1)C(C)C)CCC2 5-(5,6-dihydro-4H-pyrrolo[1,2-b]pyrazol-3-yl)-2-{3-[(3S)-3-(propan-2-yl)piperazin-1-yl]-1,2,4-triazin-6-yl}phenol